4'-((1H-Imidazol-1-yl)methyl)-3'-fluoro-5-isobutyl-N-(pyrimidin-2-yl)-[1,1'-biphenyl]-2-sulfonamide N1(C=NC=C1)CC1=C(C=C(C=C1)C=1C(=CC=C(C1)CC(C)C)S(=O)(=O)NC1=NC=CC=N1)F